C(C)O[C@@H]1CC[C@H](CC1)N1N=C(C(=C1)[N+](=O)[O-])C1=NC=CC=N1 2-(1-(Trans-4-ethoxycyclohexyl)-4-nitro-1H-pyrazol-3-yl)pyrimidine